N-(2,4-difluoro-3-(5-(4-methoxyphenyl)-1H-pyrazolo[3,4-b]pyridine-3-carbonyl)-phenyl)propane-1-sulfonamide FC1=C(C=CC(=C1C(=O)C1=NNC2=NC=C(C=C21)C2=CC=C(C=C2)OC)F)NS(=O)(=O)CCC